5-(4-fluorophenyl)-1-(4-sulfonylaminophenyl)-3-difluoromethyl-1H-pyrazole-4-carbonitrile FC1=CC=C(C=C1)C1=C(C(=NN1C1=CC=C(C=C1)N=S(=O)=O)C(F)F)C#N